O=C(CCC(=O)OCC)C1=CC=2C=3C=NN(C3C=CC2S1)COCC[Si](C)(C)C Ethyl 4-oxo-4-(3-((2-(trimethylsilyl)ethoxy)methyl)-3H-thieno[3,2-e]indazol-7-yl)butanoate